C(C)(C)[C@@H]1CC=2C=C(C(=NC2C=2N1C=C(C(C2)=O)C(=O)O)OC)OCCCOC (S)-6-isopropyl-2-methoxy-3-(3-methoxypropoxy)-10-oxo-5,10-dihydro-6H-pyrido[1,2-H][1,7]naphthyridine-9-carboxylic acid